4,7-bis(thiophen-2-yl)benzo[C][1,2,5]thiadiazole S1C(=CC=C1)C1=CC=C(C2=NSN=C21)C=2SC=CC2